3-(3-methyl-5-{[(3S)-3-methylpiperazin-1-yl]methyl}-2-oxo-2,3-dihydro-1H-benzimidazol-1-yl)piperidine-2,6-dione dihydrochloride Cl.Cl.CN1C(N(C2=C1C=C(C=C2)CN2C[C@@H](NCC2)C)C2C(NC(CC2)=O)=O)=O